ClC=1C=2N(C=CC1)N=C(C2)[C@@H]2N(CCC1=C2N=CN1)C(=O)C=1OC(=NN1)C (R)-(4-(4-chloropyrazolo[1,5-a]pyridin-2-yl)-6,7-dihydro-1H-imidazo[4,5-c]pyridin-5(4H)-yl)(5-methyl-1,3,4-oxadiazol-2-yl)methanone